((((2-(dimethylamino) ethyl) carbamoyl) oxy) methyl) tetrahydrofuran-3,4-diylbis(2-hexyldecanoate) O1CC(C(C1)C(C(=O)[O-])(CCCCCCCC)CCCCCC)C(C(=O)OCOC(NCCN(C)C)=O)(CCCCCCCC)CCCCCC